Ethyl (2R)-2-{[(1,2,3,5,6,7-hexahydro-s-indacen-4-yl)-carbamoyl]oxy}-3-(1H-1,2,4-triazol-1-yl)propanoate C1CCC2=C(C=3CCCC3C=C12)NC(=O)O[C@@H](C(=O)OCC)CN1N=CN=C1